CN1C(CCC1)C=CC(=O)Cl 3-(1-methylpyrrolidin-2-yl)acrylic chloride